Cl.NC1(C(C(CCC1)O)=O)C1=C(C=CC=C1)OC 2-amino-6-hydroxy-2-(2-methoxyphenyl)cyclohexane-1-one hydrochloride